4-(chlorophenylthio)phthalonitrile ClC1=C(C=CC=C1)SC=1C=C(C(C#N)=CC1)C#N